Methyl 2-fluoro-4-nitro-benzoate FC1=C(C(=O)OC)C=CC(=C1)[N+](=O)[O-]